C/C(=C(\C(=O)O)/OC1=C(C=CC(=C1)C1=CCC(CC1)O)C)/OC.CC=1OC(=C(N1)C1=CC=C(C=C1)C(F)(F)F)C=1SC(=CC1)C 2-methyl-5-(5-methylthiophene-2-yl)-4-(4-(trifluoromethyl)phenyl)oxazol methyl-(Z)-2-[5-(4-hydroxycyclohexen-1-yl)-2-methyl-phenoxy]-3-methoxy-prop-2-enoate